C(CCC)N(C1=CC=C2C(=C(C(OC2=C1)=O)/C=C/C1=CC=C(C(=O)C2=C(C(=C(C(=C2F)F)S(=O)(=O)[O-])F)F)C=C1)CC)CCCC.[Na+] sodium (E)-4-(4-(2-(7-(dibutylamino)-4-ethyl-coumarin-3-yl)vinyl)-benzoyl)-2,3,5,6-tetrafluorobenzene-sulfonate